bis(3,5-heptanedione) platinum (IV) [Pt+4].CCC(CC(CC)=O)=O.CCC(CC(CC)=O)=O